C(C)(=O)N1[C@@H](CCC1)C(=O)N1CCC(CC1)CC(=O)N[C@@H](CC1=CC=CC=C1)C(=O)OC Methyl (2-(1-(acetyl-L-prolyl)piperidin-4-yl)acetyl)-L-phenylalaninate